(2,6-di(furan-2-yl)pyridine-3,5-diyl)bis(phenyl-methanone) O1C(=CC=C1)C1=NC(=C(C=C1C(=O)C1=CC=CC=C1)C(=O)C1=CC=CC=C1)C=1OC=CC1